(1S,7S)-8-((R)-1-phenylethyl)-8-azabicyclo[5.1.0]octan-2-one C1(=CC=CC=C1)[C@@H](C)N1[C@H]2CCCCC([C@@H]12)=O